BrC=1C=C(C=C2C(=NNC12)N)C=1C2=C(N=CN1)NC=C2 7-bromo-5-(7H-pyrrolo[2,3-d]pyrimidin-4-yl)-1H-indazol-3-amine